FC=1C=C(C=CC1N1CCN(CC1)C)NC=1N=C(C2=C(N1)N(C=C2)CO)OC2=CC(=CC=C2)NC (2-((3-Fluoro-4-(4-methylpiperazin-1-yl)phenyl)amino)-4-(3-(methylamino)phenoxy)-7H-pyrrolo[2,3-d]pyrimidin-7-yl)methanol